C12(CC(C1)C2)CN2N=CC(=C2)C=2C(=NC(=CC2)C)C2=CC=C1CNC(C1=C2)=O 6-{3-[1-(bicyclo[1.1.1]pent-1-ylmethyl)-1H-pyrazol-4-yl]-6-methylpyridin-2-yl}-2,3-dihydro-1H-isoindol-1-one